FC=1C=C(C=C(C1)F)[C@@H]1CC=NN1C(=O)N1CCN(CC1)C1=NC=C(C(=N1)C1=CC(=CN1)C(=O)OC)F (S)-methyl 5-(2-(4-(5-(3,5-difluorophenyl)-4,5-dihydro-1H-pyrazole-1-carbonyl) piperazin-1-yl)-5-fluoropyrimidin-4-yl)-1H-pyrrole-3-carboxylate